D-Glucosyl-D-Xylose [2H]C1([C@@H]([C@H]([C@@H]([C@H](O1)CO)O)O)O)C(=O)[C@@H]([C@H]([C@@H](CO)O)O)O